oleoic acid ethyl ester C(C)OC(CCCCCCC\C=C/CCCCCCCC)=O